5-chloro-2-({[(1-methyl-1H-pyrazol-3-yl)methyl]amino}methyl)-7,8-dihydro-6H-spiro[[1,3]oxazolo[5,4-f]quinazoline-9,1'-cyclohexan]-7-one ClC=1C=C2C(=C3C1NC(NC31CCCCC1)=O)OC(=N2)CNCC2=NN(C=C2)C